7-((5-(Methylamino)-1,3,4-thiadiazol-2-yl)amino)-4-morpholinylbenzo[c][1,2,5]oxadiazole-5-carbonitrile CNC1=NN=C(S1)NC1=CC(=C(C=2C1=NON2)N2CCOCC2)C#N